C1N(CC12CNCC2)C(=O)C2=CC=C1C=C(NC1=C2)C2=NNC=1CC(CCC21)(C)C 3-(6-{2,6-diazaspiro[3.4]octane-2-carbonyl}-1H-indol-2-yl)-6,6-dimethyl-1,4,5,7-tetrahydroindazole